CC1=CC=C(C=C1)C1=CN=CO1 5-(4-methylphenyl)-1,3-oxazol